OC(CNCC1=NN(N=C1)C1=CC=C(C=N1)C#N)C=1C(=C2COC(C2=CC1)=O)C 6-(4-(((2-hydroxy-2-(4-methyl-1-oxo-1,3-dihydroisobenzofuran-5-yl)ethyl)amino)methyl)-2H-1,2,3-triazol-2-yl)pyridine-3-carbonitrile